FC(CCC1=NN=C(S1)C(=O)NC)CN1N=NC(=C1)C(NCC1=C(C=CC(=C1)OC(F)(F)F)F)=O 5-{3-fluoro-4-[4-({[2-fluoro-5-(trifluoromethoxy)phenyl]methyl}carbamoyl)-1H-1,2,3-triazol-1-yl]butyl}-N-methyl-1,3,4-thiadiazole-2-carboxamide